ClC1=C(C=CC=C1Cl)C=1C=CC=C2C(=C(C=NC12)[N+](=O)[O-])OCC 8-(2,3-dichlorophenyl)-4-ethoxy-3-nitroquinoline